BrCCCC(F)(F)F 1-bromo-4,4,4-trifluorobutane